[N-]=[N+]=[N-].[N-]=[N+]=[N-].[N-]=[N+]=[N-].N1=NN=CC=C1 triazine triazide